(R)-6-chloro-5-((1-methylpyrrolidin-3-yl)amino)pyrazine-2-carboxylic acid methyl ester COC(=O)C1=NC(=C(N=C1)N[C@H]1CN(CC1)C)Cl